nitryl alcohol [N+](=O)([O-])O